2-(2-((5-(3-(aminomethyl)phenyl)-7-(2-cyclopropylethyl)benzofuran-3-yl)methoxy)phenyl)acetic acid NCC=1C=C(C=CC1)C=1C=C(C2=C(C(=CO2)COC2=C(C=CC=C2)CC(=O)O)C1)CCC1CC1